N[C@@H](C(=O)N1CCN(CC1)CC1=C(C=CC=C1F)OCC)C1CCN(CC1)CCC1=C(C=CC=C1)C1=CC(=CC=C1)C(=O)OC methyl (R)-2'-(2-(4-(1-amino-2-(4-(2-ethoxy-6-fluorobenzyl) piperazin-1-yl)-2-oxoethyl) piperidin-1-yl) ethyl)-[1,1'-biphenyl]-3-carboxylate